C(C)(C)(C)N(C(O)=O)CC(=O)NC1=C(C(=CC=C1)Br)N.NC1=CC=C(C=C1)C1(C2=CC=CC=C2C=2C=CC=CC12)C1=CC=C(C=C1)N 9,9-bis(4-aminophenyl)Fluorene Tert-butyl-(2-((2-amino-3-bromophenyl)amino)-2-oxoethyl)carbamate